N-Methyl-6-(2-methylimidazo[1,2-b]pyridazin-6-yl)-N-(2,2,6,6-tetramethylpiperidin-4-yl)-1,3-benzothiazol-2-amin-Hydrochloride Cl.CN(C=1SC2=C(N1)C=CC(=C2)C=2C=CC=1N(N2)C=C(N1)C)C1CC(NC(C1)(C)C)(C)C